(S)-4-(3-(cyanomethyl)piperazin-1-yl)-2-fluoro-N-methylbenzamide C(#N)C[C@H]1CN(CCN1)C1=CC(=C(C(=O)NC)C=C1)F